CNC=1C=C(C(C(=O)O)=CC1)O p-methylaminosalicylic acid